1-(5-chloro-2-hydroxymethylphenyl)-3-(3-chloro-5-methoxyphenyl)urea ClC=1C=CC(=C(C1)NC(=O)NC1=CC(=CC(=C1)OC)Cl)CO